6-cyclopropyl-N-(3-(3-((R)-fluoro(4-methyl-4H-1,2,4-triazol-3-yl)methyl)oxetan-3-yl)phenyl)-4-((R)-1-(3-fluoro-3-methylazetidin-1-yl)ethyl)picolinamide C1(CC1)C1=CC(=CC(=N1)C(=O)NC1=CC(=CC=C1)C1(COC1)[C@H](C1=NN=CN1C)F)[C@@H](C)N1CC(C1)(C)F